ClC1=NC=C(C(=C1)NCC[C@H](C)OC1=C(C(=NN1C)C)C1=NC=CC(=N1)N)C#CC=1C(=NN(C1C)C(F)(F)F)C (S)-2-(5-((4-((2-chloro-5-((3,5-dimethyl-1-(trifluoromethyl)-1H-pyrazol-4-yl)ethynyl)pyridin-4-yl)amino)butan-2-yl)oxy)-1,3-dimethyl-1H-pyrazol-4-yl)pyrimidin-4-amine